C(C)SC=1C=C(C=[N+](C1C=1C=C2C=CC(N(C2=CN1)CC(C(F)(F)F)(F)F)=O)[O-])C1(CC1)C#N 1-[5-ethylsulfanyl-1-oxido-6-[2-oxo-1-(2,2,3,3,3-pentafluoropropyl)-1,7-naphthyridin-6-yl]pyridin-1-ium-3-yl]cyclopropanecarbonitrile